ClC1=C(C=CC2=C1C(=NCC=1N2C(=NN1)C=1N=NC=CC1)C1=C(C=CC=C1)F)Cl 7,8-dichloro-6-(2-fluorophenyl)-1-pyridazin-3-yl-4H-[1,2,4]Triazolo[4,3-a][1,4]Benzodiazepine